C(C)(=O)OC=1C=C2C(=C(N(C2=CC1)CC1=CC=C(C=C1)OCCN1CCCCCC1)C1=CC=C(C=C1)O)C 1-[[4-[2-(Hexahydro-1H-azepin-1-yl)ethoxy]phenyl]methyl]-2-(4-hydroxyphenyl)-3-methyl-1H-indol-5-ol monoacetate